tetrafluoroyttrium sodium [Na].F[Y](F)(F)F